N-butyl-2-(5-(naphthalen-1-yl)thiophen-2-yl)acetamide C(CCC)NC(CC=1SC(=CC1)C1=CC=CC2=CC=CC=C12)=O